fluorine Oxazinone O1NC(CC=C1)=O.[F]